OCC1=CC=C(C=C1)N1N=CC(=C1C)C(=O)OCC ethyl 1-(4-(hydroxymethyl) phenyl)-5-methyl-1H-pyrazole-4-carboxylate